[Na+].[Na+].C(CN(CC(=O)[O-])CC(=O)[O-])N(CC(=O)O)CC(=O)O Ethylenedinitrilotetraacetic acid disodium salt